C(C)(C)(C)C1=CN=C(S1)NC(OCC(Cl)(Cl)Cl)=O 2,2,2-trichloroethyl N-(5-tert-butylthiazol-2-yl)carbamate